4-(4-chlorophenyl)-5-(4,8-dimethylquinazolin-6-yl)pyrimidin-2-amine ClC1=CC=C(C=C1)C1=NC(=NC=C1C=1C=C2C(=NC=NC2=C(C1)C)C)N